CN1N=C(C=C1)C=1C=NC2=CC(=CC=C2C1)C(=O)NC1=CC(=NN1C)C(F)(F)F 3-(1-methyl-1H-pyrazol-3-yl)-N-[1-methyl-3-(trifluoromethyl)-1H-pyrazol-5-yl]quinoline-7-carboxamide